(2S,4r)-1-[(2S)-2-[4-(2-fluoro-4-methoxy-phenyl)triazol-1-yl]-3,3-dimethyl-butyryl]-4-hydroxy-N-methyl-pyrrolidine-2-carboxamide FC1=C(C=CC(=C1)OC)C=1N=NN(C1)[C@H](C(=O)N1[C@@H](C[C@H](C1)O)C(=O)NC)C(C)(C)C